N1N=CC=2C1=NC=C(C2)OC2CCC1(C(N(C=3C1=NC(=CC3)Cl)CC(=O)OC)=O)CC2 methyl 2-((1s,4s)-4-((1H-pyrazolo[3,4-b]pyridin-5-yl)oxy)-5'-chloro-2'-oxospiro[cyclohexane-1,3'-pyrrolo[3,2-b]pyridin]-1'(2'H)-yl)acetate